CC1=NN(C2=CC=CC=C12)C(=O)OC(C)(C)C tert-butyl 3-methyl-1H-indazole-1-carboxylate